[PH2]([O-])=O.[Al+3].[PH2]([O-])=O.[PH2]([O-])=O aluminum phosphinate